5-(((3-((3-amino-5-(4-amino-4-methylpiperidin-1-yl)pyrazin-2-yl)thio)-2-chlorophenyl)amino)methyl)-2-(2,6-dioxopiperidin-3-yl)-4-fluoroisoindoline-1,3-dione NC=1C(=NC=C(N1)N1CCC(CC1)(C)N)SC=1C(=C(C=CC1)NCC=1C(=C2C(N(C(C2=CC1)=O)C1C(NC(CC1)=O)=O)=O)F)Cl